N(C1=CC=CC=C1)CC#CC=1N(C2=CC=C(C=C2C1)CNC1CCN(CC1)C)CC 1-anilino-3-{1-ethyl-5-[(1-methyl-4-piperidylamino)methyl]-1H-indol-2-yl}-2-propyne